ICC(=O)C(F)(F)F iodotrifluoroacetone